N-(benzenesulfonyl)-6-(3-hydroxypyrazol-1-yl)-2-[(1S)-2,2,4-trimethylpyrrolidin-1-yl]pyridine-3-carboxamide C1(=CC=CC=C1)S(=O)(=O)NC(=O)C=1C(=NC(=CC1)N1N=C(C=C1)O)N1C(CC(C1)C)(C)C